C(C)C1NS(OC2=C1C=CC=C2)(=O)=O (-)-4-Ethyl-3,4-dihydrobenzo[e][1,2,3]oxathiazine 2,2-dioxide